C(=O)(O)C1=C2C=CC(C(=C3C=CC(=C(C=4C=CC(=C(C5=CC=C1N5)C(=O)O)N4)C(=O)O)N3)C(=O)O)=N2.[Co] cobalt tetracarboxyporphyrin